ferrocenylsilver [C-]1(C=CC=C1)[Ag].[CH-]1C=CC=C1.[Fe+2]